BrC=1C(=NN(C1)C1=CC=C(C=C1)OC(F)(F)F)C 4-bromo-3-methyl-1-[4-(trifluoromethoxy)phenyl]pyrazole